CN(C=1C=CC=2N(C3=CC=C(C=C3SC2C1)N(C)C)C(=O)NC([C@H](C1=CC=C(C=C1)S(=O)(=O)C)O)CF)C 3,7-bis(dimethyl-amino)-N-((1S)-3-fluoro-1-hydroxy-1-(4-(methylsulfonyl)phenyl)propan-2-yl)-10H-phenothiazine-10-carboxamide